CC1(COCC1)NC1=NC(=CC=C1[N+](=O)[O-])C(F)(F)F N-(3-methyltetrahydrofuran-3-yl)-3-nitro-6-(trifluoromethyl)pyridin-2-amine